C(C)(SCC1=NC2=CC(=CC=C2C(N1)=O)C#N)=O S-((7-cyano-4-oxo-3,4-dihydroquinazolin-2-yl)methyl) ethanethioate